C(C1=CC=CC=C1)O[C@H]1C[C@@H](N(C1)C(=O)OC(C)(C)C)COC1=C(C(=CC(=C1)C)O[C@@H](CO[Si](C1=CC=CC=C1)(C1=CC=CC=C1)C(C)(C)C)C)C(=O)OC tert-butyl (2R,4S)-4-(benzyloxy)-2-((3-(((R)-1-((tert-butyldiphenylsilyl)oxy)propan-2-yl) oxy)-2-(methoxycarbonyl)-5-methylphenoxy)methyl)pyrrolidine-1-carboxylate